ethyl 8-((2R,5R)-4-(tert-butoxycarbonyl)-5-ethyl-2-(methoxymethyl) piperazin-1-yl)-6-chloroimidazo[1,2-b]pyridazine-2-carboxylate C(C)(C)(C)OC(=O)N1C[C@@H](N(C[C@H]1CC)C=1C=2N(N=C(C1)Cl)C=C(N2)C(=O)OCC)COC